[Au](Br)(Br)Br.[K] potassium gold (III) bromide